NC1=NC=NN2C1=C(C=C2C2CCC(CC2)N2CCN(CC2)CC2CN(C2)C2=C1C(N(C(C1=CC=C2)=O)C2C(NC(CC2)=O)=O)=O)C2=CC=C(C=C2)OC2=CC=CC=C2 4-(3-((4-((1r,4r)-4-(4-amino-5-(4-phenoxyphenyl)pyrrolo[2,1-f][1,2,4]triazin-7-yl)cyclohexyl)piperazin-1-yl)methyl)azetidin-1-yl)-2-(2,6-dioxopiperidin-3-yl)isoindoline-1,3-dione